4-[[[(2R,5S)-2-[3-(4-fluorophenoxy)phenyl]-3-oxo-1,4-thiazepan-5-yl]methylamino]methyl]benzoic acid FC1=CC=C(OC=2C=C(C=CC2)[C@H]2SCC[C@H](NC2=O)CNCC2=CC=C(C(=O)O)C=C2)C=C1